(3,3,3-trifluoroprop-1-en-2-yl)boronic acid FC(C(=C)B(O)O)(F)F